CC=1C=C2C(=C(N1)C)OC(=C2)C=2N=C1N(C(C2)=O)C=C(C=C1)F 2-(5,7-dimethylfuro[2,3-c]pyridin-2-yl)-7-fluoro-4H-pyrido[1,2-a]pyrimidin-4-one